FC=1C(=C(C(=C(C1F)F)F)C1=C(C(=C(C(=C1F)F)F)F)F)B(C1=C(C=C(C=C1F)F)F)C1=C(C=C(C=C1F)F)F (perfluoro-[1,1'-biphenyl]-2-yl)bis-(2,4,6-trifluoro-phenyl)borane